2-(2-chloroethyl)benzoyl chloride ClCCC1=C(C(=O)Cl)C=CC=C1